1-octyloctane-1,2-diamine C(CCCCCCC)C(C(CCCCCC)N)N